C(#N)C=1C=C(C=CC1)C1=CC2=C(N[C@@]3(CN(CC3)C#N)C(N2)=O)N=C1 (S)-7-(3-cyanophenyl)-2-oxo-1,4-dihydro-2H-spiro[pyrido[2,3-b]pyrazine-3,3'-pyrrolidine]-1'-carbonitrile